C(C)(C)(CC)OOC1(CCCCC1)OOC(C)(C)CC 1,1-bis(tert-pentylperoxy)cyclohexane